N-[(1S)-3-cyano-1,5,5-trimethyl-4-oxocyclohex-2-en-1-yl]-6-fluoro-N-methylnaphthalene-1-carboxamide C(#N)C1=C[C@@](CC(C1=O)(C)C)(C)N(C(=O)C1=CC=CC2=CC(=CC=C12)F)C